CN1C(=NC2=C1C=CC=C2)C2=C(C(=C(C(=C2C2=NC1=C(N2C)C=CC=C1)C1=NC2=C(N1C)C=CC=C2)N2C=1C=CC=CC1C(C1=CC=CC=C21)(C)C)N2C=1C=CC=CC1C(C1=CC=CC=C21)(C)C)N2C=1C=CC=CC1C(C1=CC=CC=C21)(C)C 10,10',10''-(4,5,6-tris(1-methyl-1H-benzo[d]imidazol-2-yl)benzene-1,2,3-triyl)tris(9,9-dimethyl-9,10-dihydroacridine)